[Ir+3].C1(=CC=CC=C1)C1=NC2=CC=CC=C2C(=C1)C.C1(=CC=CC=C1)C1=NC2=CC=CC=C2C(=C1)C.C1(=CC=CC=C1)C1=NC2=CC=CC=C2C(=C1)C tris[2-phenyl-4-methylquinoline] iridium(III)